(S)-N-((3-(6-(4-(5-bromopyrimidin-2-yl)piperazin-1-yl)-5-fluoropyridin-3-yl)-2-oxazolidinone-5-yl)methyl)acetamide BrC=1C=NC(=NC1)N1CCN(CC1)C1=C(C=C(C=N1)N1C(O[C@H](C1)CNC(C)=O)=O)F